6-((5-(1,3-dimethyl-1H-pyrazol-4-yl)-7-((2-methyl-1H-imidazol-1-yl)methyl)-1-oxo-3,4-dihydroisoquinolin-2(1H)-yl)methyl)-4-ethoxynicotinonitrile CN1N=C(C(=C1)C1=C2CCN(C(C2=CC(=C1)CN1C(=NC=C1)C)=O)CC1=NC=C(C#N)C(=C1)OCC)C